C(C1=CC=CC=C1)N1C(C2(C(C2C1=O)C(=O)OCC)C=1C=C2C=NN(C2=CC1C)C1=CC=C(C=C1)F)=O ethyl 3-benzyl-1-(1-(4-fluorophenyl)-6-methyl-1H-indazol-5-yl)-2,4-dioxo-3-azabicyclo[3.1.0]hexane-6-carboxylate